3-(4-chlorophenyl)-4-phenyl-4,5-dihydro-1H-pyridazin-6-one ClC1=CC=C(C=C1)C1=NNC(CC1C1=CC=CC=C1)=O